5-(difluoromethyl)-1H-pyrazole-4-carboxylic acid FC(C1=C(C=NN1)C(=O)O)F